1-(3-(7-fluorobenzofuran-5-yl)-6-((2,2,2-trifluoroethoxy)methyl)pyrazin-2-yl)-N-(methylsulfonyl)piperidine-4-carboxamide FC1=CC(=CC=2C=COC21)C=2C(=NC(=CN2)COCC(F)(F)F)N2CCC(CC2)C(=O)NS(=O)(=O)C